C(CC)C=1C=CC=CC1 5-propylbenzol